(2S,3R,4R,5S)-N-(6-((R)-1,2-dihydroxyethyl)pyridin-3-yl)-3-(2-methoxy-3-(trifluoromethyl)phenyl)-4,5-dimethyl-5-(trifluoromethyl)tetrahydrofuran-2-carboxamide O[C@@H](CO)C1=CC=C(C=N1)NC(=O)[C@H]1O[C@@]([C@@H]([C@@H]1C1=C(C(=CC=C1)C(F)(F)F)OC)C)(C(F)(F)F)C